tert-butyl 6,7-dimethyl-1,3-dihydro-2H-pyrrolo[3,4-C]pyridine-2-carboxylate CC1=C(C2=C(C=N1)CN(C2)C(=O)OC(C)(C)C)C